CCC(C(C)O)C(=O)O The molecule is a 3-hydroxy monocarboxylic acid that is butyric acid substituted at positions 2 and 3 by ethyl and hydroxy groups respectively. It is a 3-hydroxy monocarboxylic acid and a secondary alcohol.